FC(C(=O)N1CC(C1)OC(=O)N1C2CCCC1CC2)=C 8-azabicyclo[3.2.1]octane-8-carboxylic acid-1-(2-fluoroacryloyl)azetidin-3-yl ester